N1(CCC2(CC1)OCC1=C2C=CC=C1)C=1OC2(C(N1)=O)CCC1=CC=CC=C12 (-)-2'-(1'H,3H-spiro[2-benzofuran-1,4'-piperidin]-1'-yl)-2,3-dihydro-4'H-spiro[indene-1,5'-[1,3]oxazol]-4'-one